NC1C2=CC=CC=C2CC12CCN(CC2)C=2C(=NC(=CN2)C=CC2=NC(=NC=C2)N)CO (3-(1-amino-1,3-dihydrospiro[indene-2,4'-piperidin]-1'-yl)-6-(2-(2-aminopyrimidin-4-yl)vinyl)pyrazin-2-yl)methanol